C(C)(=O)NC1=CC=C(C=C1)NC(C1=C(N=CC(=C1)C=1C=NC=NC1)N)=O N-(4-acetamidophenyl)-2-amino-5-(pyrimidin-5-yl)nicotinamide